C(C1=CC=CC=C1)NC(=O)C=1N=NC(=CC1NCC1CN(CCC1)C(=O)OC(C)(C)C)NC1=NC=C(N=C1)C#N tert-butyl 3-((3-(benzylcarbamoyl)-6-(5-cyanopyrazin-2-ylamino)pyridazin-4-ylamino)methyl)piperidine-1-carboxylate